4-difluoromethoxy-2,5-difluorophenylbis-(4-methoxy-benzyl)-amine FC(OC1=CC(=C(C=C1F)N(CC1=CC=C(C=C1)OC)CC1=CC=C(C=C1)OC)F)F